N-((6-((1S*,4S*)-2,5-diazabicyclo[2.2.2]octan-2-yl)pyridin-2-yl)methyl)-5-(tetrahydro-2H-pyran-4-yl)-7H-pyrrolo[2,3-d]pyrimidin-4-amine [C@@H]12N(C[C@@H](NC1)CC2)C2=CC=CC(=N2)CNC=2C1=C(N=CN2)NC=C1C1CCOCC1 |o1:0,3|